CC(C(=O)NC1=NC=CC(=C1)C1=C(N=CN1CC(=O)O)C1=CC=C(C=C1)F)(C)C 2-{5-[2-(2,2-dimethylpropanamido)pyridin-4-yl]-4-(4-fluorophenyl)-1H-imidazol-1-yl}acetic acid